(Cyano-L-prolyl)-4-phenylindoline-6-carboxamide C(#N)N1[C@@H](CCC1)C(=O)N1CCC2=C(C=C(C=C12)C(=O)N)C1=CC=CC=C1